S1C=CC2=C1C=CC(=C2)NC2=C(C(=O)N)C=C(C(=C2F)F)/C=N/NS(=O)(=O)C2=CC=C(C=C2)C 2-(1-benzothien-5-ylamino)-3,4-difluoro-5-[(E)-[(4-methylphenyl)sulfonylhydrazono]methyl]benzamide